ClC1=C(C=CC=C1)C1=NN2C(N=C(C=C2N2CCC(CC2)(C(=O)N)C)N2[C@@H](CCC2)CO)=C1C1=CC=C(C=C1)Cl 1-[2-(2-chlorophenyl)-3-(4-chlorophenyl)-5-[(2S)-2-(hydroxymethyl)pyrrolidin-1-yl]pyrazolo[1,5-a]pyrimidin-7-yl]-4-methyl-piperidine-4-carboxamide